ClC1=C(N=C(NC1=O)C1=CC(=NC=C1)F)N1C[C@@H](NCC1)C(F)(F)F 5-chloro-2-(2-fluoro-4-pyridinyl)-4-[(3R)-3-(trifluoromethyl)piperazin-1-yl]-1H-pyrimidin-6-one